3-isobutyryl-2-isopropyl-pyrazolo[1,5-a]pyridine C(C(C)C)(=O)C=1C(=NN2C1C=CC=C2)C(C)C